C(C)N([C@@H](CCCN)C(=O)O)CC N,N-diethylornithine